CO\N=C\NC(C1=CC=C(C=C1)C1=NOC(=N1)C(F)(F)F)=O N-[(E)-Methoxyiminomethyl]-4-[5-(trifluoromethyl)-1,2,4-oxadiazol-3-yl]benzamid